ClC1=CN=C2N1C=C(C=C2OC)C=2C=C(C=CC2)[C@@H](C)N(C(=O)N[C@H](C(F)(F)F)CCC(F)(F)F)CC 1-((R)-1-(3-(3-chloro-8-methoxyimidazo[1,2-a]pyridin-6-yl)phenyl)ethyl)-1-ethyl-3-((S)-1,1,1,5,5,5-hexafluoropentan-2-yl)urea